C(C)(C)(CC)C1=C(OCC(=O)O)C=CC(=C1)C(C)(C)CC (2,4-di-tert-pentylphenoxyl)acetic acid